(2-(azetidin-1-ylmethyl)phenyl)boronic acid N1(CCC1)CC1=C(C=CC=C1)B(O)O